3-fluoropyrrolidine-1,3-dicarboxylic acid 1-tert-butyl ester 3-methyl ester COC(=O)C1(CN(CC1)C(=O)OC(C)(C)C)F